OC1=C(C=CC=C1)C1CCCCC1 4-(hydroxyphenyl)cyclohexane